2-(5-carboxy-2-methylphenoxy)ethylammonium bromide [Br-].C(=O)(O)C=1C=CC(=C(OCC[NH3+])C1)C